NCCNCCN di-ethylenetri-amine